C(C)(C)(C)OC(=O)N1C[C@@H]2C([C@@H]2C1)C=1N=C2N(C=C(C=C2F)C=2C=C(C=3N(N2)C=C(N3)C)C)C1 (1S,5R)-6-[6-(2,8-dimethylimidazo[1,2-b]pyridazin-6-yl)-8-fluoro-imidazo[1,2-a]pyridin-2-yl]-3-azabicyclo[3.1.0]hexane-3-carboxylic acid tert-butyl ester